6-[(1S,2S)-2-[6-(2,4-dimethoxypyrimidin-5-yl)imidazo[1,2-b]pyridazin-8-yl]cyclopropyl]isoquinoline COC1=NC=C(C(=N1)OC)C=1C=C(C=2N(N1)C=CN2)[C@@H]2[C@H](C2)C=2C=C1C=CN=CC1=CC2